BrC=1C(=C(C=CC1)NC(=O)C=1N(C2=C(CN(CC2)C)N1)C1CC1)Cl N-(3-bromo-2-chlorophenyl)-1-cyclopropyl-5-methyl-4,5,6,7-tetrahydro-1H-imidazo[4,5-c]pyridine-2-carboxamide